4-(2-(3-fluoro-4-methylphenyl)-2H-pyrazolo[3,4-d]pyrimidin-4-yl)-N-(thieno[2,3-c]pyridin-5-ylmethyl)piperazine-2-carboxamide FC=1C=C(C=CC1C)N1N=C2N=CN=C(C2=C1)N1CC(NCC1)C(=O)NCC=1C=C2C(=CN1)SC=C2